3-Aminobicyclo[1.1.1]Pentane-1-ol NC12CC(C1)(C2)O